4-{6-[4-(4-(2-((2R,6S)-4-acetyl-2,6-dimethylpiperazin-1-yl)ethoxy)phenyl)piperidin-1-yl]-4-methoxypyridin-3-yl}-6-methyl-1-tosyl-1H-pyrrolo[2,3-c]pyridin-7(6H)-one C(C)(=O)N1C[C@H](N([C@H](C1)C)CCOC1=CC=C(C=C1)C1CCN(CC1)C1=CC(=C(C=N1)C=1C2=C(C(N(C1)C)=O)N(C=C2)S(=O)(=O)C2=CC=C(C)C=C2)OC)C